Lithium permanganat [Mn](=O)(=O)(=O)[O-].[Li+]